ClC1=C(C=C(C=C1)C1=NC(=NO1)[C@@H]1[C@H](C1)F)NC(=O)C1=CN=C2N1C=CC(=C2)COCC(C)(C)O N-[2-chloro-5-[3-[(1R,2S)-2-fluorocyclopropyl]-1,2,4-oxadiazol-5-yl]phenyl]-7-[(2-hydroxy-2-methyl-propoxy)methyl]imidazo[1,2-a]pyridine-3-carboxamide